N1C=CC=2C1=NC(=CC2)CN2CC1(CN(C1)C[C@@H](CC(=O)OC)C1=CC(=CC(=C1)N1N=C(C=C1C)C)C(C)(C)C)C2 methyl (S)-4-(6-((1H-pyrrolo[2,3-b]pyridin-6-yl)methyl)-2,6-diazaspiro[3.3]heptane-2-yl)-3-(3-(tert-butyl)-5-(3,5-dimethyl-1H-pyrazol-1-yl)phenyl)butyrate